C(#N)C=1C=C(C(=NC1)OCC1=NC=CC(=N1)O[C@@H]1C[C@@H](N(CC1)CC1=NC2=C(N1CCOCC(F)(F)F)C=C(C=C2)C(=O)O)C)F (((2S,4S)-4-((2-(((5-Cyano-3-fluoropyridin-2-yl)oxy)methyl)pyrimidin-4-yl)oxy)-2-methylpiperidin-1-yl)methyl)-1-(2-(2,2,2-trifluoroethoxy)ethyl)-1H-benzo[d]imidazole-6-carboxylic acid